C(CC(C)C)[SiH2]O[SiH2]O[SiH3] isoamyl-trisiloxane